ClC=1C=C(C=CC1N1C(N(C=C1)C)=O)C1=C(C(=CC(=C1)Cl)C1=CC(=NC=C1)N1C[C@H](NCC1)C)O (R)-1-(3,5'-dichloro-2'-hydroxy-3'-(2-(3-methylpiperazin-1-yl)pyridin-4-yl)-[1,1'-biphenyl]-4-yl)-3-methyl-1H-imidazol-2(3H)-one